5-(4-(2-(isopropylamino)-2-oxoethyl)piperazin-1-yl)-7-(trifluoromethyl)thieno[3,2-b]pyridine-3-carboxylic acid methyl ester COC(=O)C1=CSC=2C1=NC(=CC2C(F)(F)F)N2CCN(CC2)CC(=O)NC(C)C